C(C)(CC)N1N=CC=2N=C(N=C(C21)N[C@@H](C=2C=NC1=CC=CC=C1C2)C)N2CCN(CC2)C(=NC#N)N 4-(1-sec-butyl-7-{[(R)-methyl-(quinolin-3-yl)methyl]amino}-1H-pyrazolo[4,3-d]pyrimidin-5-yl)-N'-cyanopiperazine-1-carboxamidine